N-(2,6-dimethyl-4-(7-(methylthio)-1,3,4,5-tetrahydro-2H-benzo[c]azepin-2-yl)phenyl)-3,3-dimethylbutanamide CC1=C(C(=CC(=C1)N1CC2=C(CCC1)C=C(C=C2)SC)C)NC(CC(C)(C)C)=O